C(#N)C1=C(C(=O)O)C=C(C=C1)SSC=1C=CC(=C(C(=O)O)C1)C#N 5,5'-dithiobis(2-cyanobenzoic acid)